FCC1=NC(=NC(=N1)CF)CF 2,4,6-trifluoromethyl-s-triazine